C1(=CC=CC=C1)[Pd]Cl phenyl-palladium (II) chloride